2-(3-(4-(3-amino-6-(2-oxo-1,2-dihydropyridin-3-yl)pyridazin-4-yl)phenyl)isoxazol-5-yl)-3-methylbutanoic acid NC=1N=NC(=CC1C1=CC=C(C=C1)C1=NOC(=C1)C(C(=O)O)C(C)C)C=1C(NC=CC1)=O